C(C1=CN=CC=C1)(=O)NCCNC(OC(C)(C)C)=O tert-butyl (2-(nicotinamido)ethyl)carbamate